3-(2-methoxy-3-nitrophenyl)-1-(tetrahydro-2H-pyran-2-yl)-1H-1,2,4-triazole COC1=C(C=CC=C1[N+](=O)[O-])C1=NN(C=N1)C1OCCCC1